2-(4-hydroxybenzoyl)-benzoate OC1=CC=C(C(=O)C2=C(C(=O)[O-])C=CC=C2)C=C1